BrC1=CC(=NC=C1F)CN1C(CN(CC2=C1C=CC=C2C(F)(F)F)S(=O)(=O)C(F)(F)F)CCC2=CC=C(C=C2)F 1-((4-Bromo-5-fluoropyridin-2-yl)methyl)-2-(4-fluorophenethyl)-6-(trifluoromethyl)-4-((trifluoromethyl)sulfonyl)-2,3,4,5-tetrahydro-1H-benzo[e][1,4]diazepine